1,2-DIHYDROSPIRO[INDOLE-3,4'-PIPERIDIN] N1CCC2(CC1)CNC1=CC=CC=C12